3,5-bis(pyridin-4-yl)phenol N1=CC=C(C=C1)C=1C=C(C=C(C1)C1=CC=NC=C1)O